2-(4,4-difluorocyclohexyl)-4-(3,6-difluoro-2-pyridyl)pyridin-3-amine FC1(CCC(CC1)C1=NC=CC(=C1N)C1=NC(=CC=C1F)F)F